ethyl 5-bromobenzofuran-3-carboxylate BrC=1C=CC2=C(C(=CO2)C(=O)OCC)C1